6-fluoro-7-(2-fluorophenyl)-4-((2S)-2-methyl-4-(2-propenoyl)-1-piperazinyl)-1-(4-(2-propanyl)-1,3-thiazol-5-yl)pyrido[2,3-d]pyrimidin-2(1H)-one FC1=CC2=C(N(C(N=C2N2[C@H](CN(CC2)C(C=C)=O)C)=O)C2=C(N=CS2)C(C)C)N=C1C1=C(C=CC=C1)F